CC1OCCN(C1)C=1OC2=C(N1)C=CC(=C2)[N+](=O)[O-] 2-(2-methylmorpholino)-6-nitrobenzo[d]oxazole